(1R,3R)-1-(2,6-difluoro-4-(2-(3-(fluoromethyl)azetidin-1-yl)ethoxy)phenyl)-8-fluoro-2-(2-fluoro-2-methylpropyl)-3-methyl-2,3,4,9-tetrahydro-1H-pyrido[3,4-b]indole FC1=C(C(=CC(=C1)OCCN1CC(C1)CF)F)[C@H]1N([C@@H](CC2=C1NC1=C(C=CC=C21)F)C)CC(C)(C)F